BrC=1C=C2C(=NC1)C(CC2)NS(=O)(=O)C N-(3-bromo-6,7-dihydro-5H-cyclopenta[b]pyridin-7-yl)methanesulfonamide